ethyl 7-chloro-2-(4-phenoxyphenyl)-2H-pyrazolo[4,3-b]pyridine-3-carboxylate ClC=1C=2C(N=CC1)=C(N(N2)C2=CC=C(C=C2)OC2=CC=CC=C2)C(=O)OCC